FC1=C(C(=O)NC=2C=C3C(=NC=NC3=CC2OC)C=2C(=NN(C2)CCO)C2=CC=CC=C2)C=CC=C1 fluoro-N-(4-(1-(2-hydroxyethyl)-3-phenyl-1H-pyrazol-4-yl)-7-methoxyquinazolin-6-yl)benzamide